C1(CC1)C=1C=C(C(N(C1)[C@H]1COCCC1)=O)NC(N(C)C1CCN(CC1)C=1C=C2C(=NC1)NN=C2OC)=O (R)-3-(5-cyclopropyl-2-oxo-1-(tetrahydro-2H-pyran-3-yl)-1,2-dihydropyridin-3-yl)-1-(1-(3-methoxy-1H-pyrazolo[3,4-b]pyridin-5-yl)piperidin-4-yl)-1-methylurea